ClC=1C=C2C(=CC1)NC(C21CCN(CC1)CCOC1=CC(=C(C(=C1)C(F)(F)F)NC1CC(C1)(C)O)[N+](=O)[O-])=O 5-chloro-1'-(2-{3-nitro-4-[(cis)-3-hydroxy-3-methylcyclobutylamino]-5-(trifluoromethyl)phenoxy}ethyl)spiro[indoline-3,4'-piperidin]-2-one